1,1,2,3,4,4,5,5,5-nonafluoro-3-(trifluoromethyl)pent-1-ene FC(=C(C(C(C(F)(F)F)(F)F)(C(F)(F)F)F)F)F